2-methyl-6-chlorophenol CC1=C(C(=CC=C1)Cl)O